(2S,4r)-1-[(2S)-2-[4-[(1,1-dioxo-1,4-thiazinan-4-yl)methyl]triazol-1-yl]-3,3-dimethyl-butyryl]-4-hydroxy-N-methyl-pyrrolidine-2-carboxamide O=S1(CCN(CC1)CC=1N=NN(C1)[C@H](C(=O)N1[C@@H](C[C@H](C1)O)C(=O)NC)C(C)(C)C)=O